FC(C1=C(C(=CC=C1)[N+](=O)[O-])F)F 1-(difluoromethyl)-2-fluoro-3-nitrobenzene